C1(CCCC1)N1CCN(CC1)C1CCN(CC1)C1=C(C=C(C(=C1)OC)NC1=NC=NC(=C1)N1OCC[C@@H]1C1=C(C(=CC=C1)Cl)Cl)NC(C=C)=O N-(2-(4-(4-cyclopentyl-piperazine-1-yl)piperidine-1-yl)-5-((6-((R)-3-(2,3-dichlorophenyl)-isoxazolidine-2-yl)pyrimidine-4-yl)amino)-4-methoxy-phenyl)acrylamide